CN1CC2=C(CC1)N=C(S2)C(=O)O 5-methyl-4,5,6,7-tetrahydro-thiazolo[5,4-c]pyridine-2-carboxylic acid